Cl.FC12CC(C1)(C2)CN (3-fluorobicyclo[1.1.1]pentan-1-yl)methylamine hydrochloride